S1C=CC2=C1CCC(C2)NC(OC(C)(C)C)=O tert-butyl N-(4,5,6,7-tetrahydrobenzothiophen-5-yl)carbamate